N1(C=CC=C1)C1=CC=C(C=C1)C(C1=CC=C2C=CC(=NC2=C1O)C)NC1=NC=CC=C1 7-((4-(1H-Pyrrol-1-yl)phenyl)(pyridin-2-ylamino)methyl)-2-methylquinolin-8-ol